OC1=C(C(=O)C2=CC=C(C=C2)OCCCCCCCCC)C=CC(=C1)O 2,4-dihydroxy-4'-n-nonoxybenzophenone